(2S,4R)-1-{2-[(azetidine-1-carbonyl)amino]acetyl}-4-fluoro-N-[(S)-phenyl[5-(propan-2-yl)pyridin-2-yl]methyl]pyrrolidine-2-carboxamide N1(CCC1)C(=O)NCC(=O)N1[C@@H](C[C@H](C1)F)C(=O)N[C@H](C1=NC=C(C=C1)C(C)C)C1=CC=CC=C1